N-[(2R)-1-(1H-1,2,3-triazol-1-yl)propan-2-yl]pyrazine-2-carboxamide N1(N=NC=C1)C[C@@H](C)NC(=O)C1=NC=CN=C1